C(C)OCC=1N(C2=C(C(=NC(=C2C)C)N(CC2=CC=C(C=C2)OC)CC2=CC=C(C=C2)OC)N1)CC1(COC(OC1)(C)C)C 2-(ethoxymethyl)-N,N-bis(4-methoxybenzyl)-6,7-dimethyl-1-((2,2,5-trimethyl-1,3-dioxan-5-yl)methyl)-1H-imidazo[4,5-c]pyridin-4-amine